2-ethylhexyl 3-[2-amino-6-methoxy-4-[(4-methylpiperazin-1-yl)methyl]phenyl]sulfanylpropanoate NC1=C(C(=CC(=C1)CN1CCN(CC1)C)OC)SCCC(=O)OCC(CCCC)CC